dichloro(p-cymene) ClC=1C(=C(C=CC1C)C(C)C)Cl